C1(=CC=CC=C1)S(=O)(=O)CC=1N=C2N(N=C(C=C2CS(=O)(=O)C2=CC=CC=C2)C=2C(=NC(=NC2)OC)OC)C1 2,8-bis(benzenesulfonylmethyl)-6-(2,4-dimethoxypyrimidin-5-yl)imidazo[1,2-b]pyridazine